6-(5-amino-2-methyl-phenylamino)-3-methyl-3H-quinazolin-4-one HCl salt Cl.NC=1C=CC(=C(C1)NC=1C=C2C(N(C=NC2=CC1)C)=O)C